(±)-1-(2-Methyl-6-(2,2,2-Trifluoroethoxy)Pyrimidin-4-yl)Ethan-1-Amine CC1=NC(=CC(=N1)[C@@H](C)N)OCC(F)(F)F |r|